N-tricosyl-diethanolamine C(CCCCCCCCCCCCCCCCCCCCCC)N(CCO)CCO